ClC1=CC2=C(C=3CCN(CC3CC2)C=2N=C(C3=C(N2)CC[S@]3=O)NC3(CCC3)CO)C=C1 (R)-2-(8-chloro-1,4,5,6-tetrahydrobenzo[f]isoquinolin-3(2H)-yl)-4-((1-(hydroxymethyl)cyclobutyl)amino)-6,7-dihydrothieno[3,2-d]pyrimidine 5-oxide